FC=1C(=CC(=C2NC(C=3N(C12)C(=NN3)C)(C)C)C(F)(F)F)C3=C1C(=NC=C3)NC=C1 9-Fluoro-1,4,4-trimethyl-8-(1H-pyrrolo[2,3-b]pyridin-4-yl)-6-(trifluoromethyl)-5H-[1,2,4]triazolo[4,3-a]quinoxaline